C(C)(C)(C)C(=O)OC(=O)C(C)(C)C tertiary butyl-formic anhydride